CC=1C=C(C2=C(C=C(O2)CNC(=O)C=2C=NN3C2N=CC=C3)C1)C(=O)OC(C(F)(F)F)C 1,1,1-Trifluoropropan-2-yl 5-methyl-2-((pyrazolo[1,5-a]pyrimidine-3-carboxamido)methyl)benzofuran-7-carboxylate